propan-2-ol chloride [Cl-].CC(C)O